C(CCCCCC\C=C/C\C=C/CCCCC)C(O[Si](OCCCCCCN(CCCO)CCCO)(C)C)OCCCCCCCC\C=C/C\C=C/CCCCC (24Z,27Z)-14-((8Z,11Z)-heptadeca-8,11-dien-1-yl)-4-(3-hydroxypropyl)-12,12-dimethyl-11,13,15-trioxa-4-aza-12-silatritriaconta-24,27-dien-1-ol